2-(trifluoromethyl)benzyl thiol FC(C1=C(CS)C=CC=C1)(F)F